FC=1C=C(C=C(C1NC(=O)C=1CSCC1C(=O)NOC)F)C1=CC(=CC=C1)OC([2H])([2H])[2H] N3-(3,5-Difluoro-3'-(methoxy-d3)-[1,1'-biphenyl]-4-yl)-N4-methoxy-2,5-dihydrothiophene-3,4-dicarboxamide